C(C)(C)(C)OC(=O)NC1CCC(CC1)C(=O)O (1s,4s)-4-((tert-butoxycarbonyl)amino)cyclohexane-1-carboxylic acid